4-((2-(phenylmethylsulfanyl)-1H-benzo[d]imidazol-1-yl)methyl)-N-(3-methoxypropyl)benzamide C1(=CC=CC=C1)CSC1=NC2=C(N1CC1=CC=C(C(=O)NCCCOC)C=C1)C=CC=C2